C(C)N(CCCNC(=O)C1=CC2=C(N3C(S2)=NC(=C3)C3=CC=C(C=C3)N3C(CCC3)=O)C=C1)CC N-(3-(diethylamino)propyl)-2-(4-(2-oxopyrrolidin-1-yl)phenyl)benzo[d]imidazo[2,1-b]thiazole-7-carboxamide